ClC1=CC=C(C=N1)CC1(COC1)NS(=O)C(C)(C)C N-[3-[(6-Chloropyridin-3-yl)methyl]oxetan-3-yl]-2-methylpropan-2-sulfinamide